1,5-Dimethyl-bicyclo[3.2.1]octan-8-one oxime CC12CCCC(CC1)(C2=NO)C